ClC1=NN2C(C(=N1)NC1CCCC1)=CC=C2C[C@@H]2[C@@H]([C@@H]([C@H](O2)COP(=O)(O)CP(O)(O)=O)O)O (((((2R,3S,4R,5R)-5-((2-chloro-4-(cyclopentylamino)pyrrolo[2,1-f][1,2,4]triazin-7-yl)methyl)-3,4-dihydroxytetrahydrofuran-2-yl)methoxy)(hydroxy)phosphoryl)methyl)phosphonic acid